N-[2-(aminocarbonyl)phenyl]-3,4-dichloro-5-isothiazolcarboxamid NC(=O)C1=C(C=CC=C1)NC(=O)C1=C(C(=NS1)Cl)Cl